ClC1=CC(=C(COC2=CC=CC(=N2)C2=CC(=C(C(=C2)F)O)F)C=C1)F 4-(6-((4-Chloro-2-fluorobenzyl)oxy)pyridin-2-yl)-2,6-difluorophenol